PCC(CCO)=C 3-(phosphaneylmethyl)but-3-en-1-ol